C(C(C)(C)C)(=O)OCOC[C@H]1O[C@@]([C@@H]([C@@H]1O)O)(C#N)C1=CC=C2C(=NC=NN21)NC([C@H](CC2=CC=C(C=C2)F)N)=O (((2R,3S,4R,5R)-5-(4-((S)-2-amino-3-(4-fluorophenyl)propanamido)pyrrolo[2,1-f][1,2,4]triazin-7-yl)-5-cyano-3,4-dihydroxytetrahydrofuran-2-yl)methoxy)methyl pivalate